2-benzylvinylpyridine C(C1=CC=CC=C1)C=CC1=NC=CC=C1